5-CHLORO-2-(METHOXYMETHOXY)PHENYLBORONIC ACID ClC=1C=CC(=C(C1)B(O)O)OCOC